C[C@@H]1CN(CCC1)CC1=CC2=C(C(NC=C2)=O)N1COCC[Si](C)(C)C (((S)-3-methylpiperidin-1-yl)methyl)-1-((2-(trimethylsilyl)ethoxy)methyl)-1,6-dihydro-7H-pyrrolo[2,3-c]pyridin-7-one